5-{2-acetamidoimidazo[1,2-b]pyridazin-6-yl}-N-{[(1s,2s)-2-(4-fluorophenyl)cyclopropyl]methyl}-2-methylbenzamide C(C)(=O)NC=1N=C2N(N=C(C=C2)C=2C=CC(=C(C(=O)NC[C@@H]3[C@H](C3)C3=CC=C(C=C3)F)C2)C)C1